(S)-2-amino-5-(4-(2-(3,5-difluorophenyl)-2-hydroxyacetamido)-2-methylphenyl)-N-(1-methylazetidin-3-yl)nicotinamide NC1=C(C(=O)NC2CN(C2)C)C=C(C=N1)C1=C(C=C(C=C1)NC([C@@H](O)C1=CC(=CC(=C1)F)F)=O)C